C(C1=CC=CC=C1)SC[C@H](NC(=O)NC1=CC=C(C=C1)C)C(=O)O S-benzyl-N-(p-tolylaminocarbonyl)-cysteine